dl-2-diethylaminoacetate C(C)N(CC(=O)[O-])CC